N-(3-(3-(4-(trifluoromethyl)phenyl)-1H-indazol-1-yl)phenyl)-acrylamide FC(C1=CC=C(C=C1)C1=NN(C2=CC=CC=C12)C=1C=C(C=CC1)NC(C=C)=O)(F)F